2-(6-hydroxybenzofuran-3-yl)acetic acid OC1=CC2=C(C(=CO2)CC(=O)O)C=C1